6-(2-(3-Fluorophenyl)-5,6-dihydro-4H-pyrrolo[1,2-b]pyrazol-3-yl)benzo[d]thiazole FC=1C=C(C=CC1)C=1C(=C2N(N1)CCC2)C2=CC1=C(N=CS1)C=C2